BrC=1C=C2CCN(C(C2=C(C1)N1CCC2(CC2)CC1)=O)C1=NC(=NC(=C1)C)Cl 6-bromo-2-(2-chloro-6-methylpyrimidin-4-yl)-8-(6-azaspiro[2.5]octane-6-yl)-3,4-dihydroisoquinolin-1(2H)-one